tert-butyl (R)-(2-methyl-3,4-dihydro-2H-[1,4]dioxepino[2,3-b]pyridin-9-yl)carbamate C[C@H]1OC=2C(=NC=CC2NC(OC(C)(C)C)=O)OCC1